tert-butyl 2-{[2-(morpholin-4-yl)pyridin-4-yl]amino}-5H,6H,7H,8H-pyrido[3,4-d]pyrimidine-7-carboxylate N1(CCOCC1)C1=NC=CC(=C1)NC=1N=CC2=C(N1)CN(CC2)C(=O)OC(C)(C)C